BrC=1C=C(C2=CN(N=C2C1)C(C(=O)[C@H]1N(CCC1)C(=O)OC(C)(C)C)C(=O)OCC)F tert-butyl (2S)-2-(2-(6-bromo-4-fluoro-2H-indazol-2-yl)-3-ethoxy-3-oxopropanoyl)pyrrolidine-1-carboxylate